C(C=C)(=O)N1[C@H](CN(CC1)C1=CC=C(C=C1)C=1C=2N(C=C(C1)C=1C=NN(C1)C)N=CC2C#N)C (S)-4-(4-(4-propenoyl-3-methylpiperazin-1-yl)phenyl)-6-(1-methyl-1H-pyrazol-4-yl)pyrazolo[1,5-a]pyridine-3-carbonitrile